4-bromo-2-[(1S)-1-(4-fluorophenyl)ethoxy]-1-nitrobenzene BrC1=CC(=C(C=C1)[N+](=O)[O-])O[C@@H](C)C1=CC=C(C=C1)F